C(CC=C)OC1CNCCC1OC 3-(but-3-en-1-yloxy)-4-methoxypiperidine